8-azido-7-fluoro-N-(3-fluorophenyl)-N-methyl-[1,2,4]triazolo[4,3-a]quinazolin-5-amine N(=[N+]=[N-])C1=C(C=C2C(=NC=3N(C2=C1)C=NN3)N(C)C3=CC(=CC=C3)F)F